C(CCCCCCC\C=C/CCCCCCCC)(=O)OCC(COC(CCCN(C)C)=O)OC(CCCCCCC\C=C/CCCCCCCC)=O 3-((4-(dimethylamino)butanoyl)oxy)propane-1,2-diol dioleate